ClC=1C=CC2=C(N=C(O2)N2CCC(CC2)CNC(=O)C2CCN(CC2)S(=O)(=O)C2=CC=C(C)C=C2)C1 N-[[1-(5-chloro-1,3-benzoxazol-2-yl)-4-piperidinyl]methyl]-1-(p-toluenesulfonyl)piperidine-4-carboxamide